N1=C(C(=C(C=C1)N)N)C Picoline-3,4-diamine